(S)-2-chloro-4-((1-(hydroxymethyl)cyclobutyl)amino)-6,7-dihydrothieno[3,2-d]pyrimidine 5-oxide ClC=1N=C(C2=C(N1)CC[S@@]2=O)NC2(CCC2)CO